OCC1=CC=C(C=C1)C=1C=CC=2N(N1)C(=CN2)C2=CC(=C(C=C2)O)OC 4-[6-[4-(hydroxymethyl)phenyl]imidazo[1,2-b]pyridazin-3-yl]-2-methoxy-phenol